C(CCCCCCCC)OC(CCCCC(=O)O)=O 6-(nonyloxy)-6-oxohexanoic acid